CNC1=CC=C2C(=N1)C(=CO2)C N,3-dimethylfuro[3,2-b]pyridin-5-amine